4-Nitrophenylcyclopentyl(methyl)carbamate [N+](=O)([O-])C1=CC=C(C=C1)C1(CCCC1)N(C([O-])=O)C